tert-butyl N-[[1-[2-(3-amino-5-fluoro-4-methyl-phenyl)-5-[[(1-cyanocyclopropanecarbonyl)amino]methyl]pyrimidin-4-yl]pyrrolidin-3-yl]methyl]carbamate NC=1C=C(C=C(C1C)F)C1=NC=C(C(=N1)N1CC(CC1)CNC(OC(C)(C)C)=O)CNC(=O)C1(CC1)C#N